C(C)(C)(C)C=1SC(=C(N1)C1=C(C(=CC=C1)NS(=O)(=O)CCC)F)C1=NC(=NC=C1)NC1=CC=C(C(=O)OC(C)(C)C)C=C1 tert-butyl 4-[(4-{2-tert-butyl-4-[2-fluoro-3-(propane-1-sulfonamido)phenyl]-1,3-thiazol-5-yl}pyrimidin-2-yl)amino]benzoate